CBzchloride C(=O)(OCC1=CC=CC=C1)Cl